(1r,4r)-4-(3-Chloroanilino)-2'-(3-ethoxypropyl)-2',3'-dihydrospiro[cyclohexane-1,1'-indene]-4-carboxylic acid ClC=1C=C(NC2(CCC3(C(CC4=CC=CC=C34)CCCOCC)CC2)C(=O)O)C=CC1